2-{3-[(2,6-difluoro-4-methanesulfonyl-phenyl)amino]prop-1-yn-1-yl}-N-[1-(2-methoxyethyl)piperidin-4-yl]-1-(2,2,2-trifluoroethyl)-1H-indol-4-amine FC1=C(C(=CC(=C1)S(=O)(=O)C)F)NCC#CC=1N(C=2C=CC=C(C2C1)NC1CCN(CC1)CCOC)CC(F)(F)F